FC=1C(=CC(=NC1)OC)C1=CC(=NN1)C(=O)N1C2(CC2)C[C@H](CC1)C(=O)N[C@H]1CN(CC1)CC(F)(F)F (S)-4-(5-(5-fluoro-2-methoxypyridin-4-yl)-1H-pyrazole-3-carbonyl)-N-((R)-1-(2,2,2-trifluoroethyl)pyrrolidin-3-yl)-4-azaspiro[2.5]octane-7-carboxamide